ClC=1C=C(C=C2C=CNC12)C=O 7-CHLORO-1H-INDOLE-5-CARBALDEHYDE